NCCC[C@H]1CN(CCO1)C(=O)OC(C)(C)C Tert-butyl (2S)-2-(3-aminopropyl)morpholine-4-carboxylate